4-(3-acetyl-5-iodo-2,4-dimethyl-1H-pyrrol-1-yl)benzonitrile C(C)(=O)C1=C(N(C(=C1C)I)C1=CC=C(C#N)C=C1)C